1,2-Dibutylpyrrolium methansulfonat CS(=O)(=O)[O-].C(CCC)[NH+]1C(=CC=C1)CCCC